rac-(5aR,10bS)-2-amino-8,10-dimethoxy-5a-(4-methoxyphenyl)-5-phenyl-5a,10b-dihydro-5H-benzofuro[2',3':4,5]cyclopenta[1,2-d]pyrimidin-10b-ol NC=1N=CC2=C(N1)[C@@]1([C@](C2C2=CC=CC=C2)(OC2=C1C(=CC(=C2)OC)OC)C2=CC=C(C=C2)OC)O |r|